FCOC1=CC=C(C=C1)/C=C/C(=O)OC methyl (E)-3-(4-(fluoromethoxy)phenyl)acrylate